Br.CN1N=C2C(=CC(=CC2=C1)C=1C=C2C(N=C(S2)C=2CCNCC2)=C(C1)O)C 6-(2,7-dimethyl-2H-indazol-5-yl)-2-(1,2,3,6-tetrahydropyridin-4-yl)-1,3-benzothiazol-4-ol hydrobromide